FC(C1=NC=C(C2=C1C1(OCCO1)CC2)O)(F)F 1-(trifluoromethyl)-5,6-dihydrospiro[cyclopenta[c]pyridine-7,2'-[1,3]dioxolan]-4-ol